8-bromooctyl-triethoxysilane BrCCCCCCCC[Si](OCC)(OCC)OCC